FC=1C=C(C=CC1[Si](C)(C)C)NC([C@@H](C1=CC=C(C=C1)COC)NC(OC1=CC=C(C=C1)[N+](=O)[O-])=O)=O 4-nitrophenyl ((1R)-2-((3-fluoro-4-(trimethylsilyl)phenyl)amino)-1-(4-(methoxymethyl)phenyl)-2-oxoethyl)carbamate